ClC1=C(C=C(C(=C1)Cl)OC(C(F)F)(F)F)N1C(N(CCC1)[C@@H](C)C=1N(N=CN1)C1=NC=CC=N1)=O 1-[2,4-dichloro-5-(1,1,2,2-tetrafluoroethoxy)phenyl]-3-[(1S)-1-(2-pyrimidin-2-yl-1,2,4-triazol-3-yl)ethyl]hexahydropyrimidin-2-one